6-(5-(2-(((1-Ethyl-6-fluoro-2-oxoindolin-7-yl)methyl)amino)ethyl)-2-oxooxazolidin-3-yl)-2H-pyrido[3,2-b][1,4]oxazin-3(4H)-one C(C)N1C(CC2=CC=C(C(=C12)CNCCC1CN(C(O1)=O)C=1C=CC=2OCC(NC2N1)=O)F)=O